6,6'-(((Oxybis(ethane-2,1-diyl))bis(azanediyl))bis(carbonyl))bis(1-(benzyloxy)-2-oxo-1,2-dihydropyridine-3-carboxylic acid) O(CCNC(=O)C1=CC=C(C(N1OCC1=CC=CC=C1)=O)C(=O)O)CCNC(=O)C1=CC=C(C(N1OCC1=CC=CC=C1)=O)C(=O)O